ClC1=C(C=CC=C1)COC1=C(C=CC=C1)B(O)O [2-[(2-chlorophenyl)methoxy]phenyl]boronic acid